4-((3s,5s)-3-amino-5-hydroxypiperidin-1-yl)-5-fluoro-2,3-dimethyl-1H-indole-7-carboxamide N[C@@H]1CN(C[C@H](C1)O)C1=C2C(=C(NC2=C(C=C1F)C(=O)N)C)C